5-amino-3-(2-fluoro-4-((4-(trifluoromethyl)pyridin-2-yl)carbamoyl)phenyl)-1-isopropyl-1H-pyrazole-4-carboxamide NC1=C(C(=NN1C(C)C)C1=C(C=C(C=C1)C(NC1=NC=CC(=C1)C(F)(F)F)=O)F)C(=O)N